N-methyl-2-(phenylthio)-4-trifluoromethylaniline CNC1=C(C=C(C=C1)C(F)(F)F)SC1=CC=CC=C1